C1=NCCC=2C(=CC=CC12)S(=O)(=O)Cl 3,4-dihydro-isoquinoline-5-sulfonyl chloride